FC1(CCN(CCC1)C=1C(=NC2=CC=CC=C2N1)C(=O)NC1=CC(=CC=C1)S(=O)(=O)C)F 3-(4,4-difluoroazepan-1-yl)-N-(3-methanesulfonylphenyl)quinoxaline-2-carboxamide